tert-butyl 3-{[(4E)-5-{6-[bis(tert-butoxycarbonyl)amino]-2-methyl-4-(4,4,5,5-tetramethyl-1,3,2-dioxaborolan-2-yl)pyridin-3-yl}pent-4-en-1-yl]oxy}azepane-1-carboxylate C(C)(C)(C)OC(=O)N(C1=CC(=C(C(=N1)C)/C=C/CCCOC1CN(CCCC1)C(=O)OC(C)(C)C)B1OC(C(O1)(C)C)(C)C)C(=O)OC(C)(C)C